C(C1=CC=CC=C1)OC1=C(C(=NC(=C1)Cl)C)CC=O 2-(4-benzyloxy-6-chloro-2-methyl-3-pyridyl)acetaldehyde